C(C)(C)(C)C1=CC(=NC=N1)C=1NC2=CC=C(C=C2C1)CC1(CC1)C(=O)O 1-((2-(6-(tert-Butyl)pyrimidin-4-yl)-1H-indol-5-yl)methyl)cyclopropane-1-carboxylic acid